OCC=1N=CNC1 4-hydroxymethylimidazole